C1(CCCCC1)C[C@@H](C(=O)O)NC (S)-3-cyclohexyl-2-(methylamino)propanoic acid